N-(3-((3S,4R)-3-fluoro-4-methoxypiperidin-1-yl)-1,2,4-triazin-5-yl)-5-isopropyl-8-((2R,3S)-2-methyl-3-(methylsulfonylmethyl)azetidin-1-yl)isoquinolin-3-amine F[C@H]1CN(CC[C@H]1OC)C=1N=NC=C(N1)NC=1N=CC2=C(C=CC(=C2C1)C(C)C)N1[C@@H]([C@H](C1)CS(=O)(=O)C)C